1-(3-Cyclopropyl-2-phenyl-2H-pyrazolo[4,3-c]pyridin-6-yl)-N,N-dimethylazetidine-3-sulfonamide C1(CC1)C=1N(N=C2C1C=NC(=C2)N2CC(C2)S(=O)(=O)N(C)C)C2=CC=CC=C2